C(CC)OS(O)(=O)=O monon-propylsulfuric acid